C1(=CC=CC=C1)C1=NN(C=C1)C1=CC(=NC(=N1)CCC1=NC=CC=N1)N1[C@H]2[C@@H](CC1)OCC2 (3aR,6aR)-4-(6-(3-phenyl-1H-pyrazol-1-yl)-2-(2-(pyrimidin-2-yl)ethyl)pyrimidin-4-yl)hexahydro-2H-furo[3,2-b]pyrrole